N-(5-Chloro-6-(2H-1,2,3-triazol-2-yl)pyridin-3-yl)-1-(7-(3-hydroxy-pyrrolidin-1-yl)thieno[2,3-c]pyridin-4-yl)-5-(trifluoromethyl)-1H-pyrazol-4-carboxamid ClC=1C=C(C=NC1N1N=CC=N1)NC(=O)C=1C=NN(C1C(F)(F)F)C1=C2C(=C(N=C1)N1CC(CC1)O)SC=C2